BrC1=C(C=C(C=C1)CCOCC)OCOC 1-bromo-4-(ethoxyethyl)-2-(methoxymethoxy)benzene